tris[(2-pyridyl)methyl]ethane-1,2-diamine N1=C(C=CC=C1)CC(C(N)(CC1=NC=CC=C1)CC1=NC=CC=C1)N